N[C@H](C(=O)N1C(C(CC1)(C)C)C(=O)OCC1=CC=CC=C1)C(C)(C)C Benzyl 1-[(2S)-2-amino-3,3-dimethyl-butanoyl]-3,3-dimethyl-pyrrolidine-2-carboxylate